(S)-3-(4-(7'-chloro-2'-oxospiro[cyclopropane-1,3'-indoline]-1'-yl)phenyl)-2-(2,6-dichloro-4-(diethylamino)benzoylamino)propionic acid methyl ester COC([C@H](CC1=CC=C(C=C1)N1C(C2(C3=CC=CC(=C13)Cl)CC2)=O)NC(C2=C(C=C(C=C2Cl)N(CC)CC)Cl)=O)=O